ClC1=C(C=CC(=C1)Br)C#N 2-chloro-4-bromobenzene-nitrile